6-{[2-(1-methylpyrazol-4-yl)-4-pyridyl]oxy}-3-{2-[(2S)-2-methylpyrrolidin-1-yl]ethyl}quinazolin-4-one CN1N=CC(=C1)C1=NC=CC(=C1)OC=1C=C2C(N(C=NC2=CC1)CCN1[C@H](CCC1)C)=O